C(C(O)CO)C(C(=O)OC(COC(CCCCCCC\C=C/CCCCCCCC)=O)CO)CCCCCC\C=C/CCCCCCCC glycerol oleate (Glyceryl-Oleate)